[Br-].[Cr+3].[Br-].[Br-] chromium (III) bromide